2-{[(1S)-1-methylbutyl]oxy}-9-(tetrahydro-2H-pyran-2-yl)-9H-purin-6-amine C[C@@H](CCC)OC1=NC(=C2N=CN(C2=N1)C1OCCCC1)N